2-Ethyl-N-(4-methyl-3-(pyridin-2-yl)phenyl)cyclopropanecarboxamide C(C)C1C(C1)C(=O)NC1=CC(=C(C=C1)C)C1=NC=CC=C1